C1C2C3=CC=CC=C3CC4=CC=CC=C4N2C(=N1)N The molecule is a benzazepine that is 6,11-dihydro-5H-dibenzo[b,e]azepine in which the azepine ring is fused to the e side of 4,5-dihydro-1H-imidazol-2-amine. It has a role as an anti-allergic agent, a histamine antagonist, an ophthalmology drug and a H1-receptor antagonist. It is a member of guanidines and a benzazepine.